ClC=1C=CC(=NC1)NC(C(CCC)(F)C=1C=NC=C(C1)Br)=O 2-(5-Bromo-pyridin-3-yl)-2-fluoro-pentanoic acid (5-chloro-pyridin-2-yl)-amide